O1CCN(CC1)C(C[C@H](C(N[C@@H](CCCC1=CC=CC=C1)B1OC(C(O1)(C)C)(C)C)=O)NC(=O)N1CCOCC1)=O N-((R)-4-morpholino-1,4-dioxo-1-(((R)-4-phenyl-1-(4,4,5,5-tetramethyl-1,3,2-dioxaborolan-2-yl)butyl)amino)butan-2-yl)morpholine-4-carboxamide